(2-cyclopropoxy-4-fluorophenyl)(6-{4-methyl-5-[o-(trifluoromethyl)phenyl]-1-pyrazolyl}-2-aza-2-spiro[3.3]heptyl)methanone C1(CC1)OC1=C(C=CC(=C1)F)C(=O)N1CC2(C1)CC(C2)N2N=CC(=C2C2=C(C=CC=C2)C(F)(F)F)C